5-(tert-butyl)-1H-oxazole-4-carboxylic acid ethyl ester C(C)OC(=O)C=1N=COC1C(C)(C)C